(3E)-4-phenylpent-3-en-1-ol C1(=CC=CC=C1)/C(=C/CCO)/C